FC1=C(C(=CC=C1)F)C1=C(N=NC(=C1)C)C#N 4-(2,6-difluoro-phenyl)-6-methyl-pyridazin-3-carbonitrile